(R)-8-acetyl-1-(4-(tert-butyl)phenyl)-5,7-dihydroxy-3,4a,6-trimethyl-1,4a-dihydro-4H-benzofuro[3,2-f]indazol-4-one C(C)(=O)C1=C(C(=C(C2=C1OC=1[C@@]2(C(C=2C(=NN(C2C1)C1=CC=C(C=C1)C(C)(C)C)C)=O)C)O)C)O